ClC1=NN2C=3C(CCNC3C=NC2=C1)(C)COC 4-chloro-13-(methoxy-methyl)-13-methyl-2,3,7,10-tetrazatricyclo[7.4.0.02,6]trideca-1(9),3,5,7-tetraene